5-(3-Phenoxyphenyl)-1H-tetrazole O(C1=CC=CC=C1)C=1C=C(C=CC1)C1=NN=NN1